FC=1C=C2C(=CNC2=CC1)CCN(CC=C)CCC N-(2-(5-fluoro-1H-indol-3-yl)ethyl)-N-propylprop-2-en-1-amine